C(C)(C)(C)OC(=O)N1CCC(CC1)(F)CN1CCN(CC1)C(=O)OCC1=CC=CC=C1 benzyl 4-((1-(tert-butoxycarbonyl)-4-fluoropiperidin-4-yl)methyl)piperazine-1-carboxylate